tert-butyl (1S,2R,3R,5R)-3-((6-chloropyridazin-3-yl)(methyl)amino)-2-fluoro-8-azabicyclo[3.2.1]octane-8-carboxylate ClC1=CC=C(N=N1)N([C@H]1[C@H]([C@@H]2CC[C@H](C1)N2C(=O)OC(C)(C)C)F)C